ClC1=CC(=CC=C1)S(=O)(=O)C1=CC=C(C)C=C1 1-chloro-3-(p-toluenesulfonyl)benzene